1-(5-((3r,5r,7r)-adamantan-1-yl)pentyl)-3-((5-(4-chlorophenyl)-1-(2,4-dichlorophenyl)-4-methyl-1H-pyrazol-3-yl)methyl)urea C12(CC3CC(CC(C1)C3)C2)CCCCCNC(=O)NCC2=NN(C(=C2C)C2=CC=C(C=C2)Cl)C2=C(C=C(C=C2)Cl)Cl